BrC=1C=C2C(=C(C(N(C2=CC1)COCC[Si](C)(C)C)=O)O)C=1C(=NC=CC1)C 6-bromo-3-hydroxy-4-(2-methylpyridin-3-yl)-1-((2-(trimethylsilyl)ethoxy)methyl)quinolin-2(1H)-one